benzyl-n-propylaluminum hydride C(C1=CC=CC=C1)[AlH]CCC